(2S,3R,4S,5S)-N-(3-Carbamoyl-4-fluoro-phenyl)-3-(3,4-Difluoro-2-methoxy-phenyl)-4,5-dimethyl-5-(trifluoromethyl)tetrahydrofuran-2-carboxamid C(N)(=O)C=1C=C(C=CC1F)NC(=O)[C@H]1O[C@@]([C@H]([C@@H]1C1=C(C(=C(C=C1)F)F)OC)C)(C(F)(F)F)C